BrC1=CC(=C(O[C@H](C(=O)OC)C)C=C1)C(C=1SC=CN1)(F)F methyl (S)-2-(4-bromo-2-(difluoro(thiazol-2-yl)methyl)phenoxy)propanoate